N1C=C(C=CC1)C(=O)O 1,6-dihydropyridine-3-carboxylic acid